C(C)OC(C1=C(C=C(C(=C1)OC(C)=O)C(=O)NC1=C(C=CC=C1)C(=O)OCC)OC(C)=O)=O 4-(2-(ethoxycarbonyl)phenylaminocarbonyl)-2,5-diacetoxybenzoic acid ethyl ester